BrC1=CC(=C(C=C1)[C@H]1N(CCC(C1)=O)C(=O)OC(C)(C)C)OCCCCC=C tert-butyl (S)-2-(4-bromo-2-(hex-5-en-1-yloxy)phenyl)-4-oxopiperidine-1-carboxylate